2-(tert-Butyl)-4-methyl-8-(4-((4-(methylsulfonyl)piperidin-1-yl)methyl)phenyl)-1,2,4,7-tetrahydro-3H-pyrrolo[3',2':5,6]pyrido[3,4-d]pyrimidin-3-one C(C)(C)(C)N1C(N(C2=C(C1)C1=C(N=C2)NC(=C1)C1=CC=C(C=C1)CN1CCC(CC1)S(=O)(=O)C)C)=O